BrC=1C=C(C(=O)NC2=CC=C(C=C2)N2C3=C(NCC=C2)C2=CC=CC=C2C=C3)C=CC1 5-[4-(3-bromobenzoyl)aminophenyl]-1H-naphtho[1,2-b][1,4]diazepine